(S)-3-(((6-((4-(dimethyl-amino)phenyl)(methyl)amino)-1,2,3,4-tetrahydroisoquinolin-1-yl)methyl)amino)isonicotinic acid CN(C1=CC=C(C=C1)N(C=1C=C2CCN[C@@H](C2=CC1)CNC1=C(C(=O)O)C=CN=C1)C)C